1-(3-bromo-5-(trifluoromethyl)-1H-pyrazolo[3,4-c]pyridin-7-yl)ethan-1-one BrC1=NNC2=C(N=C(C=C21)C(F)(F)F)C(C)=O